methyl 3-(2-methoxy-2-oxoethoxy)-4-nitrobenzoate COC(COC=1C=C(C(=O)OC)C=CC1[N+](=O)[O-])=O